C(CC)OC(=O)C1C2C3C4C=CC(C3C(C1C(=O)OCCC)C2)C4 8,9-di(n-propoxycarbonyl)tetracyclo[4.4.0.12,5.17,10]dodec-3-ene